3-[(3-ethylimidazol-4-yl)methylamino]-5-methoxy-4-nitro-benzoic acid methyl ester COC(C1=CC(=C(C(=C1)OC)[N+](=O)[O-])NCC=1N(C=NC1)CC)=O